ClC=1C=C(CC2C(CCC2)OC(=O)N[C@H](C(=O)NC(C(=O)OC)CC2C(NC3(C2)CCN(CC3)C(C(C)(C)C)=O)=O)CC3CCCCC3)C=CC1 methyl 2-((2S)-2-((((2-(3-chlorobenzyl)cyclopentyl)oxy)carbonyl)amino)-3-cyclohexylpropanamido)-3-(2-oxo-8-pivaloyl-1,8-diazaspiro[4.5]decan-3-yl)propanoate